C1(CC1)C1=NC=2N(C=C1)N=CC2C(=O)NC2=CC(=CC=C2)C=2N(C=CN2)CCOC 5-cyclopropyl-N-(3-(1-(2-methoxyethyl)-1H-imidazol-2-yl)phenyl)pyrazolo[1,5-a]pyrimidine-3-carboxamide